6-(difluoromethyl)-3-[6-(1,2,3,6-tetrahydropyridin-5-yl)pyrimidin-4-yl]Imidazo[1,2-b]Pyridazine FC(C=1C=CC=2N(N1)C(=CN2)C2=NC=NC(=C2)C2=CCCNC2)F